C(C)(C)(C)OC(=O)N[C@@H]([C@@H](CC1=C(CNC(OC(C)(C)C)=O)C=CC(=C1)C)CO)C tert-butyl {2-[(2R,3R)-3-[(tert-butoxycarbonyl)amino]-2-(hydroxymethyl)butyl]-4-methylbenzyl}carbamate